C(C(C)(C)C)(=O)OCN1N=NC(=C1)C1CN(C1)C(\C=C\C=1C=NC(=NC1)NC1CC2=CC(=C(C=C2C1)F)F)=O (E)-(4-(1-(3-(2-((5,6-difluoro-2,3-dihydro-1H-inden-2-yl)amino)pyrimidin-5-yl)acryloyl)azetidin-3-yl)-1H-1,2,3-triazol-1-yl)methyl pivalate